(2S)-2-amino-N-[2,2,3,3-tetradeuterio-6-(2,6-difluorobenzoyl)-5H-thieno[2,3-e][1,4]dioxepin-7-yl]propanamide N[C@H](C(=O)NC1=C(C2=C(OC(C(OC2)([2H])[2H])([2H])[2H])S1)C(C1=C(C=CC=C1F)F)=O)C